COC=1C=C(C=CC1)C(N)C1=NC=C(C=C1)OC (3-methoxyphenyl)(5-methoxypyridin-2-yl)methanamine